BrC=1C=C2C(=CN(C2=CC1)C(CCCP([O-])([O-])=O)=O)/C(=C/C1=C(C=CC(=C1)C#N)OC)/C#N.[Na+].[Na+] disodium (Z)-4-(5-bromo-3-(1-cyano-2-(5-cyano-2-methoxyphenyl)vinyl)-1H-indol-1-yl)-4-oxobutylphosphonate